ClCC(=O)N[C@@H](C)C(=O)OCC1=CC(=NC(=C1)Cl)Cl (2,6-Dichloropyridin-4-yl)methyl (2-chloroacetyl)-L-alaninate